C[C@@H]1OCC2([C@@H]1N)CCN(CC2)C2=NC=1C(=NC=C(N1)SC=1C(=NC=CC1)C(F)(F)F)N2 (3S,4S)-3-methyl-8-(5-((2-(trifluoromethyl)pyridin-3-yl)thio)-1H-imidazo[4,5-b]pyrazin-2-yl)-2-oxa-8-azaspiro[4.5]decan-4-amine